C(#N)C=1C=C2C(=NC1NC(C)=O)CCC2 N-{3-cyano-5H,6H,7H-cyclopenta[b]pyridin-2-yl}acetamide